C(C)(C)(C)OC(=O)N[C@@H](C(=O)O)CCC1CCCCC1 (R)-2-((tert-butoxycarbonyl)amino)-4-cyclohexylbutyric acid